tert-butyl ((2-chloro-[1,1'-biphenyl]-4-yl)methyl)(3-oxo-3-((3-((6-(pyridin-3-yl)-1-(tetrahydro-2H-pyran-2-yl)-1H-indazol-4-yl)amino)propyl)amino)propyl)carbamate ClC1=C(C=CC(=C1)CN(C(OC(C)(C)C)=O)CCC(NCCCNC1=C2C=NN(C2=CC(=C1)C=1C=NC=CC1)C1OCCCC1)=O)C1=CC=CC=C1